9-(((2S,3R,4S,6R)-4-(dimethylamino)-3-hydroxy-6-methyltetrahydro-2H-pyran-2-yl)oxy)-8-methoxy-6,8,10,12,12-pentamethyl-4-propyl-1-oxa-4-azatridecane-11,13-dione CN([C@@H]1[C@H]([C@@H](O[C@@H](C1)C)OC(C(CC(CN(CCO)CCC)C)(C)OC)C(C(C(C=O)(C)C)=O)C)O)C